C(C)(C)(C)OC(=O)N(CCOC1=CC2=NC=CC(=C2S1)B(O)O)C 2-{2-[(tert-butoxycarbonyl)(methyl)amino]ethoxy}thieno[3,2-b]pyridin-7-ylboronic acid